N-methyl-N-(3-methylisoxazol-5-yl)-6-(4-(trifluoromethyl)phenyl)pyrazine-2-carboxamide CN(C(=O)C1=NC(=CN=C1)C1=CC=C(C=C1)C(F)(F)F)C1=CC(=NO1)C